NC1=C(C=2C(=NC(=C(C2)N2C[C@H](CC2)OC)C)N1C1=C(C(=CC=C1C)OCC1=CC=C(C=C1)OC)C)C#N (S)-2-Amino-1-(3-((4-methoxybenzyl)oxy)-2,6-dimethylphenyl)-5-(3-methoxypyrrolidin-1-yl)-6-methyl-1H-pyrrolo[2,3-b]pyridine-3-carbonitrile